Trioleylphosphat C(CCCCCCC\C=C/CCCCCCCC)OP(=O)(OCCCCCCCC\C=C/CCCCCCCC)OCCCCCCCC\C=C/CCCCCCCC